N1-(4-((4-(tert-pentyl)phenyl)amino)benzyl)succinamide C(C)(C)(CC)C1=CC=C(C=C1)NC1=CC=C(CNC(CCC(=O)N)=O)C=C1